dihydroxyl-behenic acid OC(C(=O)O)(CCCCCCCCCCCCCCCCCCCC)O